Quinuclidin-3-yl (2-(3-(6-(3-methoxypropoxy)pyridazin-3-yl)phenyl)propan-2-yl)carbamate COCCCOC1=CC=C(N=N1)C=1C=C(C=CC1)C(C)(C)NC(OC1CN2CCC1CC2)=O